(2S,4R) or (2R,4S)-6-chloro-N-(5-chloro-1-cyclopropyl-1H-pyrazol-4-yl)-7-(2-methyl-1-(oxetan-3-yl)piperidin-4-yl)quinazolin-2-amine ClC=1C=C2C=NC(=NC2=CC1[C@H]1C[C@@H](N(CC1)C1COC1)C)NC=1C=NN(C1Cl)C1CC1 |o1:11,13|